BrC1=C(N(C=2N(C1=O)N=C(N2)C2=CCC(CC2)OC)CC(=O)NC2=C(C=C(C=C2)C(F)(F)F)Cl)CC 2-(6-bromo-5-ethyl-2-(4-methoxycyclohex-1-en-1-yl)-7-oxo-[1,2,4]triazolo[1,5-a]pyrimidin-4(7H)-yl)-N-(2-chloro-4-(trifluoromethyl)phenyl)acetamide